C(C)(C)(C)OC(=O)N1[C@@H](C[C@H](C1)NC(=O)C=1OC(=NN1)C1=C(C=CC(=C1)C#N)OC)COC (2s,4r)-4-(5-(5-cyano-2-methoxyphenyl)-1,3,4-oxadiazole-2-carboxamido)-2-(methoxymethyl)pyrrolidine-1-carboxylic acid tert-butyl ester